tert-butyl 6-(3,5-dibromo-1H-pyrazol-1-yl)-2-azaspiro[3.3]heptane-2-carboxylate BrC1=NN(C(=C1)Br)C1CC2(CN(C2)C(=O)OC(C)(C)C)C1